mono[2-[(acryloyl) oxy] ethyl] succinate C(CCC(=O)[O-])(=O)OCCOC(C=C)=O